[Ni].[Ni].[Ni].[Fe] iron trinickel